C(#N)C1=CC=C(OC2=CC=C(OC3CN(C3)C=3C(=C(C(=O)OC)C=CC3)N3C=CC=C3)C=C2)C=C1 Methyl 3-(3-(4-(4-cyanophenoxy)phenoxy) azetidin-1-yl)-2-(1H-pyrrol-1-yl)benzoate